[O-]S(=O)(=O)C(F)(F)F.OC1=C(C=CC(=C1)O)[S+](C)C 2,4-dihydroxyphenyl-dimethyl-sulfonium triflate